BrC=1C(=NC(=NC1)C#C[Si](C)(C)C(C)(C)C)C 5-Bromo-2-((tert-butyldimethylsilyl)ethynyl)-4-methylpyrimidine